Cl.NC1C(C(C1(C)C)OC1=CC(=C(C=C1)C#N)OC)(C)C 4-(((2r,4r)-2-amino-1,1,3,3-tetramethylcyclobutan-4-yl)oxy)-2-methoxybenzene-1-carbonitrile hydrochloride